OC1=CC=C(C=C1)C1(CCCCC1)C1=CC=C(C=C1)O 1,1-Bis(4-hydroxyphenyl)cyclohexan